C(#C)C1(CC1)NC(C(=O)C=1C(=C(N2[C@H]3[C@@H](CC12)C3)C(=O)ON3N=NC=1C3=NC=CC1)C)=O 3H-[1,2,3]triazolo[4,5-b]pyridin-3-yl (1aR,6aR)-5-(2-((1-ethynylcyclopropyl)amino)-2-oxoacetyl)-4-methyl-1,1a,6,6a-tetrahydrocyclopropa[b]pyrrolizine-3-carboxylate